5-amino-8-bromo-2-tert-butoxycarbonyl-1,2,3,4-tetrahydroisoquinoline NC1=C2CCN(CC2=C(C=C1)Br)C(=O)OC(C)(C)C